N-tetradecyl-1,3-propanediamine C(CCCCCCCCCCCCC)NCCCN